1-(2-fluoro-5-nitrophenyl)naphthalene FC1=C(C=C(C=C1)[N+](=O)[O-])C1=CC=CC2=CC=CC=C12